BrC=1C(=C2C(=NC1)NC(=N2)C2=CC=C(C=C2)N2CCN(CC2)CCOC)NC2CC(N(C(C2)(C)C)C)(C)C 6-Bromo-2-{4-[4-(2-methoxyethyl)piperazin-1-yl]phenyl}-N-(1,2,2,6,6-pentamethylpiperidin-4-yl)-3H-imidazo[4,5-b]pyridin-7-amine